bis{4-(4-aminophenoxy) phenyl} sulfone NC1=CC=C(OC2=CC=C(C=C2)S(=O)(=O)C2=CC=C(C=C2)OC2=CC=C(C=C2)N)C=C1